(S)-PIPERIDINE-1,2-DICARBOXYLATE N1([C@@H](CCCC1)C(=O)[O-])C(=O)[O-]